C\C(=C/CC)\C(CCCCC)=O (E)-4-methyldec-3-en-5-one